BrC=1C=C(C=CC1)NC(=O)N1[C@@H](CCC1)C=1SC=C(N1)C1=CC=C(C=C1)F (S)-N-(3-bromophenyl)-2-(4-(4-fluorophenyl)-thiazol-2-yl)pyrrolidine-1-carboxamide